4-(2-methoxy-6-nitro-phenyl)morphine COC1=C(C(=CC=C1)[N+](=O)[O-])C12C(C=CC=3C[C@@H]4[C@@H]5C=C[C@@H]([C@@H]([C@@]5(C13)CCN4C)O2)O)O